BrC=1C=C2CCN(CC2=CC1)CC(=O)OC(C)(C)C tert-Butyl 2-(6-bromo-3,4-dihydroisoquinolin-2(1H)-yl)acetate